C(#N)C=1C=C(C=CC1F)C=1C(=CC=CC1N1CC(C1)OC1=CC=C(C=C1)CO)C(=O)OC methyl 3'-cyano-4'-fluoro-6-(3-(4-(hydroxymethyl) phenoxy) azetidin-1-yl)-[1,1'-biphenyl]-2-carboxylate